magnesium-antimony bismuth [Bi].[Sb].[Mg]